tert-butyl (5-bromo-6-methoxypyridin-2-yl)carbamate BrC=1C=CC(=NC1OC)NC(OC(C)(C)C)=O